N1(CCNCCC1)C=1N=C(C2=C(N1)C=CS2)N2CC(C2)C(=O)NC(C)(C)C2=CN=C1N2C=CC=C1 1-(2-(1,4-diazacycloheptan-1-yl)thieno[3,2-d]pyrimidin-4-yl)-N-(2-(imidazo[1,2-a]pyridin-3-yl)propan-2-yl)azetidine-3-carboxamide